5-amino-2-ethyl-pyridine-3-carboxamide NC=1C=C(C(=NC1)CC)C(=O)N